2-amino-5-phenyl-[1,3,4]-oxadiazole NC=1OC(=NN1)C1=CC=CC=C1